ClC1=C(C=2OCC3N(C2N=C1)CC(CC3)O)C 3-chloro-9-hydroxy-4-methyl-6,6a,7,8,9,10-hexahydrodipyrido[3,2-b:1',2'-d][1,4]oxazin